N-cyclopropyl-5-methyl-2-(1-methylethyl)cyclohexanecarboxamide C1(CC1)NC(=O)C1C(CCC(C1)C)C(C)C